C(C)(=O)O[C@@H]1CC2=CC[C@H]3[C@H]4[C@@](CC[C@@H]3[C@]2(CC1)C)([C@H](CC4)[C@H](C)C=O)C (1R,3aS,3bS,7S,9aR,9bS,11aR)-1-[(1S)-1-formylethyl]-9a,11a-dimethyl-2,3,3a,3b,4,6,7,8,9,9a,9b,10,11,11a-tetradecahydro-1H-cyclopenta[1,2-i]phenanthren-7-yl acetate